2-cyano-5-((2-phenylacetoxy)methyl)tetrahydrofuran-3,4-diyl bis(2-phenylacetate) C1(=CC=CC=C1)CC(=O)OC1C(OC(C1OC(CC1=CC=CC=C1)=O)COC(CC1=CC=CC=C1)=O)C#N